1-(Ethylamino)-1-oxo-2-propanyl phenylcarbamate C1(=CC=CC=C1)NC(OC(C(=O)NCC)C)=O